NCC1=C(N=C(N1CC1=CC=C(C=C1)C=1C(=CC=CC1)C#N)CCCC)Cl 4'-((5-(aminomethyl)-2-butyl-4-chloro-1H-imidazol-1-yl)methyl)-[1,1'-biphenyl]-2-nitrile